N-(3-(2-(2-chloroacetylamino)-2-methylpropyl)-1,2,4-thiadiazol-5-yl)-2-methyl-5-(3-(trifluoromethyl)phenyl)furan-3-carboxamide ClCC(=O)NC(CC1=NSC(=N1)NC(=O)C1=C(OC(=C1)C1=CC(=CC=C1)C(F)(F)F)C)(C)C